2-(3-cyanophenyl)-6-(5,6-dimethoxybenzimidazol-1-yl)-N-ethyl-pyridine-3-carboxamide C(#N)C=1C=C(C=CC1)C1=NC(=CC=C1C(=O)NCC)N1C=NC2=C1C=C(C(=C2)OC)OC